benzenaminium naphthalene-1,5-disulfonate C1(=CC=CC=2C(=CC=CC12)S(=O)(=O)[O-])S(=O)(=O)[O-].C1(=CC=CC=C1)[NH3+].C1(=CC=CC=C1)[NH3+]